tri(N,N-dimethylaminoethyl)amine CN(C)CCN(CCN(C)C)CCN(C)C